2-[3-Cis-(trifluoromethoxy)cyclobutoxy]-N-[3-[5-[2-trans-(trifluoromethoxymethyl)cyclopropyl]-1,3,4-oxadiazol-2-yl]-1-bicyclo[1.1.1]pentanyl]acetamide FC(OC1(CCC1)OCC(=O)NC12CC(C1)(C2)C=2OC(=NN2)C2(CC2)COC(F)(F)F)(F)F